2-(3-chlorophenyl)-4-(diphenylphosphono)-4H-chromene ClC=1C=C(C=CC1)C=1OC2=CC=CC=C2C(C1)P(=O)(OC1=CC=CC=C1)OC1=CC=CC=C1